dimethyl-octadecylamine N-oxide C[N+](CCCCCCCCCCCCCCCCCC)(C)[O-]